8-(3,4-dimethylphenyl)-9-(4-((1-(3-fluoropropyl)azetidin-3-yl)methyl)phenyl)-6,7-dihydro-5H-benzo[7]annulene-3-carboxylic acid hydrochloride Cl.CC=1C=C(C=CC1C)C=1CCCC2=C(C1C1=CC=C(C=C1)CC1CN(C1)CCCF)C=CC(=C2)C(=O)O